N-(4-(hydroxymethyl)tetrahydro-2H-pyran-4-yl)-5-(imidazo[1,2-a]pyridin-6-ylmethoxy)-2-methylbenzofuran-3-carboxamide OCC1(CCOCC1)NC(=O)C1=C(OC2=C1C=C(C=C2)OCC=2C=CC=1N(C2)C=CN1)C